3-n-hexylamine CCC(CCC)N